6-(6-(7-(4,4,5,5-tetramethyl-1,3,2-dioxaborolan-2-yl)naphthalen-2-yl)pyridin-2-yl)phenanthridine CC1(OB(OC1(C)C)C1=CC=C2C=CC(=CC2=C1)C1=CC=CC(=N1)C=1N=C2C=CC=CC2=C2C=CC=CC12)C